Cobalt-Iron-Nickel [Ni].[Fe].[Co]